N2-tert-butyl-7-(4-cyanophenyl)-6-cyclopropyl-3,4-dihydropyrrolo[1,2-a]pyrazine-2,8(1H)-dicarboxamide C(C)(C)(C)NC(=O)N1CC=2N(CC1)C(=C(C2C(=O)N)C2=CC=C(C=C2)C#N)C2CC2